F[C@]1([C@@H](C1)C(=O)OCC)CO trans-ethyl 2-fluoro-2-(hydroxymethyl)-cyclopropanecarboxylate